S(=O)(=O)(OCCCCCCCCCCCC)[O-].[NH4+] ammonium dodecyl sulfate